tert-Butyl (S)-(6-(2-((tert-butoxycarbonyl)amino)propyl)-2-chloro-7-ethylthieno[3,2-d]pyrimidin-4-yl)(furan-2-ylmethyl)carbamate C(C)(C)(C)OC(=O)N[C@H](CC1=C(C=2N=C(N=C(C2S1)N(C(OC(C)(C)C)=O)CC=1OC=CC1)Cl)CC)C